COC[C@H](C(N[C@@H](CCCC1=CC=CC=C1)C1OC(C(O1)(C)C)(C)C)=O)NC(=O)N1CCOCC1 N-((R)-3-methoxy-1-oxo-1-(((S)-4-phenyl-1-(4,4,5,5-tetramethyl-1,3-dioxolan-2-yl)butyl)amino)propan-2-yl)morpholine-4-carboxamide